ClC1=C(C(=CC=C1)Cl)CC(=O)[O-] 2,6-dichlorophenylacetate